4-(2,2,2-trifluoroethyl)-1,4-diazacyclopentan FC(CN1CCNC1)(F)F